(6-((2-((5-fluoro-2-methoxy-4-(4-(4-methylpiperazin-1-yl)piperidin-1-yl)phenyl)amino)-7H-pyrrolo[2,3-d]pyrimidin-4-yl)amino)quinoxalin-5-yl)dimethyl-phosphine oxide FC=1C(=CC(=C(C1)NC=1N=C(C2=C(N1)NC=C2)NC=2C(=C1N=CC=NC1=CC2)P(C)(C)=O)OC)N2CCC(CC2)N2CCN(CC2)C